N,N,S-tris(carboxymethyl)cysteamine C(=O)(O)CN(CCSCC(=O)O)CC(=O)O